tert-butyl (3-((5-((tert-butoxycarbonyl)oxy)-1-((2-(trimethylsilyl)-ethoxy)methyl)-1H-benzo[d]imidazol-2-yl)thio)propyl)carbamate C(C)(C)(C)OC(=O)OC1=CC2=C(N(C(=N2)SCCCNC(OC(C)(C)C)=O)COCC[Si](C)(C)C)C=C1